1-((4-(4-fluoro-3-isopropyl-2-(8-methoxy-[1,2,4]triazolo[1,5-a]pyridin-6-yl)-1H-pyrrolo[2,3-c]pyridin-5-yl)cyclohexyl)amino)-2-methylpropan-2-ol FC1=C2C(=CN=C1C1CCC(CC1)NCC(C)(O)C)NC(=C2C(C)C)C=2C=C(C=1N(C2)N=CN1)OC